COC=1C=CC(=C(C1)NC(OC(C)(C)C)=O)B1OC(C(O1)(C)C)(C)C tert-butyl (5-methoxy-2-(4,4,5,5-tetramethyl-1,3,2-dioxaborolan-2-yl)phenyl)carbamate